N-(2-(2-(2-(2-aminoethoxy)ethoxy)ethoxy)ethyl)-2-(4-(5-phenyl-4,5-dihydro-1H-pyrazole-1-carbonyl)piperidin-1-yl)pyrimidine-4-carboxamide NCCOCCOCCOCCNC(=O)C1=NC(=NC=C1)N1CCC(CC1)C(=O)N1N=CCC1C1=CC=CC=C1